COC=1C=C(C=CC1)C=1C=C(SC1)C=O 4-(3-methoxyphenyl)thiophene-2-carbaldehyde